C(CCCCCCC)C1(C(C(CC(C1C(=O)O)C(=O)O)(C(=O)O)CCCCCCCC)(C(=O)O)CCCCCCCC)CCCCCCCC tetran-octyl-1,2,4,5-cyclohexanetetracarboxylic acid